1,3-dimethyl-3-(N,N-dimethylaminosulfonylmethyl)-2-oxo-pyrrolo[2,3-b]quinoline CN1C(C(C=2C1=NC1=CC=CC=C1C2)(CS(=O)(=O)N(C)C)C)=O